dihydrochloride, tetrahydrate O.O.O.O.Cl.Cl